BrCC[C@@H]1[C@@H]2[C@@H](CC[C@@H]2C12OCCO2)O |&1:5| (+-)-(1R,5S,7R)-7-(2-bromoethyl)spiro[bicyclo[3.2.0]heptane-6,2'-[1,3]dioxolane]-2-ol